NC1=C(C=CC(=C1)N)S(=O)(=O)O 2,4-diaminophenylsulfonic acid